C(C=C)(=O)OC1=CC(=C(C(=C1)C(C)(C)C)O)C(C)(C)C (3,5-di-tert-butyl-4-hydroxyphenyl) acrylate